4-(2-(tert-Butoxycarbonylamino)acetylamino)piperidine-1-carboxylic acid benzyl ester C(C1=CC=CC=C1)OC(=O)N1CCC(CC1)NC(CNC(=O)OC(C)(C)C)=O